FC(C=1C=C(C=CC1)[C@]1(C2=C(NC=3N=CC(=CC13)F)CC(CC2=O)(C)C)C)F (R)-5-(3-(difluoromethyl)phenyl)-3-fluoro-5,8,8-trimethyl-5,8,9,10-tetrahydrobenzo[b][1,8]naphthyridin-6(7H)-one